C(#N)C1=CN=CC(=N1)B(O)O 6-CYANOPYRAZINE-2-BORONIC ACID